(6S,9S,12S,15S,18R,19R)-6-(aminomethyl)-19-decyl-9-(hydroxymethyl)-15-isobutyl-16,18-dimethyl-12-[(1S)-1-methylpropyl]-1-oxa-4,7,10,13,16-pentazacyclononadecane-2,5,8,11,14,17-hexone NC[C@H]1C(NCC(O[C@@H]([C@H](C(N([C@H](C(N[C@H](C(N[C@H](C(N1)=O)CO)=O)[C@H](CC)C)=O)CC(C)C)C)=O)C)CCCCCCCCCC)=O)=O